3-{5-[(3-cyanobenzene-1-carbonyl)amino]pyridin-2-yl}-N-(4-fluorophenyl)oxetane-3-carboxamide C(#N)C=1C=C(C=CC1)C(=O)NC=1C=CC(=NC1)C1(COC1)C(=O)NC1=CC=C(C=C1)F